2-bromo-3-ethyl-4-isopropyl-5-(8-methyl-[1,2,4]triazolo[1,5-a]pyridin-6-yl)-6H-thieno[2,3-b]pyrrole BrC1=C(C2=C(NC(=C2C(C)C)C=2C=C(C=3N(C2)N=CN3)C)S1)CC